2-bromo-7-(1-methyl-1H-imidazol-2-yl)pyrazolo[1,5-a]pyrimidine-5-carboxylic acid BrC1=NN2C(N=C(C=C2C=2N(C=CN2)C)C(=O)O)=C1